(3-fluoro-4-isothiocyanatophenyl)(methyl)sulfane FC=1C=C(C=CC1N=C=S)SC